tert-butyl 3-(hydroxymethyl)-4-methoxypyrrolidine-1-carboxylate OCC1CN(CC1OC)C(=O)OC(C)(C)C